2-(((1r,4r)-4-(((3-fluorophenyl)(3-methoxyphenyl)carbamoyloxy)methyl)cyclohexyl)methoxy)acetic acid FC=1C=C(C=CC1)N(C(=O)OCC1CCC(CC1)COCC(=O)O)C1=CC(=CC=C1)OC